perfluorot-butylmethylether FC(C(C(F)(F)F)(C(F)(F)F)C(F)(F)F)(F)OC(F)(F)C(C(F)(F)F)(C(F)(F)F)C(F)(F)F